NC(C(=O)O)CCCCCC(=O)O 2-aminooctandioic acid